Pyrazol-4-ylboronic acid N1N=CC(=C1)B(O)O